C(C)OC(C(C)C1=CC(=CC=C1)NC(=O)OC(C)(C)C)=O 2-(3-((tert-butoxycarbonyl)amino)phenyl)Propanoic Acid Ethyl Ester